4-Methylhydroquinone CC1(CC=C(O)C=C1)O